ClC=1C=CC=C2C=C(C(=NC12)C=1C=NC=CC1)\C=N\S(=O)C(C)(C)C (NE)-N-{[8-chloro-2-(pyridin-3-yl)quinolin-3-yl]methylene}-2-methylpropane-2-sulfinamide